5-chlorofuran-2-Carbaldehyde ClC1=CC=C(O1)C=O